NC1=NC=NN2C1=C(C(=N2)C2=CC=C(C=C2)NC(C(=C)F)=O)C2=CC=C(C(=O)NCC(F)(F)F)C=C2 4-(4-amino-6-(4-(2-fluoroacrylamido)phenyl)pyrazolo[5,1-f][1,2,4]triazin-5-yl)-N-(2,2,2-trifluoroethyl)benzamide